C(C1=CC=C(C=C1)OC1=CC(=C(N)C(=C1)C)CC)C1=CC=C(C=C1)OC1=CC(=C(N)C(=C1)C)CC 4,4'-((methylenebis(4,1-phenylene))bis(oxy))bis(2-ethyl-6-methylaniline)